ONC(C1=CC=C(C=C1)COC1=C(OC2=C(C1=O)C=CC=C2)C=2C=NC=CC2)=O N-hydroxy-4-(((4-oxo-2-(pyridin-3-yl)-4H-benzopyran-3-yl)oxy)methyl)benzamide